4-(2-{decahydropyrrolo[3,4-d]azepin-6-yl}-5-[1-(2,2,2-trifluoroethyl)-1H-pyrazol-4-yl]-1,3-thiazol-4-yl)benzonitrile C1NCC2C1CCN(CC2)C=2SC(=C(N2)C2=CC=C(C#N)C=C2)C=2C=NN(C2)CC(F)(F)F